NC1=NC2(N=C1C)C1=CC(=CC=C1OC1=NC=C(C=C12)C=1C(=NC=CC1)F)C=1C(=NC=C(C1)F)C(=O)N (4'-amino-3-(2-fluoropyridin-3-yl)-5'-methylspiro[chromeno[2,3-b]pyridine-5,2'-imidazole]-7-yl)-5-fluoropyridine-2-carboxamide